C(C)N(C(O[C@H]1C[C@H](CC1)C1=CC(=NN1)NC(CC=1C=NC(=CC1)OC)=O)=O)C (1R,3S)-3-(3-{[(6-methoxypyridin-3-yl)acetyl]amino}-1H-pyrazol-5-yl)cyclopentyl ethyl(methyl)carbamate